N-[3,5-bis(trifluoromethyl)phenyl]-2-chlorobenzamide FC(C=1C=C(C=C(C1)C(F)(F)F)NC(C1=C(C=CC=C1)Cl)=O)(F)F